(isoquinolin-6-yloxy)piperidine-1-carboxylic acid tert-butyl ester C(C)(C)(C)OC(=O)N1C(CCCC1)OC=1C=C2C=CN=CC2=CC1